CCC(C)(C)OP(OC(C)(C)C)(O)=O methyl-di-tert-butyl-phosphoric acid